7-Chloro-6-fluoro-1-(2-isopropyl-4-methylpyridin-3-yl)-4-(7-methylene-6-carbonyl-octahydro-2H-pyrido[1,2-a]pyrazin-2-yl)pyrido[2,3-d]pyrimidin-2(1H)-one ClC=1C(=CC2=C(N(C(N=C2N2CC3N(CC2)C(C(CC3)=C)=C=O)=O)C=3C(=NC=CC3C)C(C)C)N1)F